1-[5-Methyl-2-(trifluoromethyl)furan-3-yl]-3-[5-[2-[[6-(1H-1,2,4-triazol-5-ylamino)pyrimidin-4-yl]amino]ethyl]-1,3-thiazol-2-yl]urea CC1=CC(=C(O1)C(F)(F)F)NC(=O)NC=1SC(=CN1)CCNC1=NC=NC(=C1)NC1=NC=NN1